O=C1NC(CCC1N1C(C2=CC=CC(=C2C1=O)NCC=1C=NN(C1)C1CCN(CC1)C(=O)C1(CCC1)C)=O)=O 2-(2,6-dioxopiperidin-3-yl)-4-(((1-(1-(1-methylcyclobutane-1-carbonyl)piperidin-4-yl)-1H-pyrazol-4-yl)methyl)amino)isoindoline-1,3-dione